2-bromo-3-(2-methylsilanylethoxymethyl)imidazole-4-carbaldehyde BrC1=NC=C(N1COCC[SiH2]C)C=O